N-(1-(3-chlorophenyl)-6-(2-fluoro-4-(trifluoromethyl)phenyl)-1H-pyrazolo[3,4-d]pyrimidin-4-yl)-5-nitrothiophene-2-carboxamide ClC=1C=C(C=CC1)N1N=CC=2C1=NC(=NC2NC(=O)C=2SC(=CC2)[N+](=O)[O-])C2=C(C=C(C=C2)C(F)(F)F)F